5-methyl-6-[(3R,4S)-3-methylpiperidin-4-yl]pyridazin-3-amine dihydrochloride Cl.Cl.CC=1C=C(N=NC1[C@@H]1[C@H](CNCC1)C)N